C1(CC1)C(=O)N1[C@@H](CN(CC1)C1=NC(=NC(=C1C#N)C)C=1C=NN(C1)C)C 4-[(3R)-4-(cyclopropylcarbonyl)-3-methylpiperazin-1-yl]-6-methyl-2-(1-methyl-1H-pyrazol-4-yl)pyrimidine-5-carbonitrile